(1aR,7bS)-5-({1-[(2R)-2-amino-2-(1H-imidazol-4-yl)acetyl]azetidin-3-yl}oxy)-2-hydroxy-1,1a,2,7b-tetrahydrocyclopropa[c][1,2]benzoxaborinine-4-carboxylic acid N[C@@H](C(=O)N1CC(C1)OC1=C(C2=C([C@@H]3[C@H](B(O2)O)C3)C=C1)C(=O)O)C=1N=CNC1